didecyl-bis-(2-methoxyethoxy)silane C(CCCCCCCCC)[Si](OCCOC)(OCCOC)CCCCCCCCCC